CNC=1SC(=NN1)C(C)(C)C 2-methylamino-5-tertiary butyl-1,3,4-thiadiazole